(6R)-9-fluoro-17-methanesulfonyl-13-oxa-2,17,21,22,25-pentaazapentacyclo[17.5.2.02,6.07,12.022,26]hexacosa-1(25),7,9,11,19(26),20,23-heptaene FC=1C=C2[C@H]3CCCN3C=3C=CN4N=CC(CN(CCCOC2=CC1)S(=O)(=O)C)=C4N3